C1(CCCC1)C1=NOC2=C1N=C(NC2=O)C=2C=NN(C2)C 3-cyclopentyl-5-(1-methyl-1H-pyrazol-4-yl)isoxazolo[4,5-d]pyrimidin-7(6H)-one